(R)-3-cyclopropyl-N-((S)-2-(dimethylamino)-3-(4-hydroxyphenyl)propyl)-3-phenylpropionamide C1(CC1)[C@@H](CC(=O)NC[C@H](CC1=CC=C(C=C1)O)N(C)C)C1=CC=CC=C1